N1[C@H](CCC1)C(=O)N1CCC(CC1)C1=NC=C(C(=N1)N[C@H](C)C1=C(C=C(C=C1)Cl)Cl)Cl 2-(1-(D-prolyl)piperidin-4-yl)-5-chloro-4-(((R)-1-(2,4-dichlorophenyl)ethyl)amino)pyrimidine